NC=1C2=C(N(C(N1)=O)C1=C(C=CC=C1)C)N=C(C=C2)C(C)(C)C 4-amino-7-(tert-butyl)-1-(o-tolyl)pyrido[2,3-d]pyrimidin-2(1H)-one